BrC=1C=C(C(N(C1)C)=O)NC=1N=CN(C1)C1CCN(CC1)C(=O)OC(C)(C)C tert-Butyl 4-(4-(5-Bromo-1-methyl-2-oxo-1,2-dihydropyridin-3-ylamino)-1H-imidazol-1-yl)piperidine-1-carboxylate